2-(3,3-dimethylbutoxy)cyclooctane-1-ol CC(CCOC1C(CCCCCC1)O)(C)C